BrC1=C2C[C@@H](N(CC2=CC=C1)C(=O)OC(C)(C)C)CN([C@H]1CCCC=2C=CC=NC12)C tert-butyl (3R)-5-bromo-3-[[methyl-[(8S)-5,6,7,8-tetrahydroquinolin-8-yl]amino]methyl]-3,4-dihydro-1H-isoquinoline-2-carboxylate